CN1CCN(C(C2=C1C=CC=C2)=O)CC2=CC=C(C=C2)COC(CNC)C2=CC=CC=C2 1-Methyl-4-(4-((2-(methylamino)-1-phenylethoxy)methyl)benzyl)-1,2,3,4-tetrahydro-5H-benzo[e][1,4]diazepin-5-one